CC(CC(=O)N1CCN(C2=CC=CC=C12)C(CCN1CCN(CC1)C)=O)(C)C 3,3-dimethyl-1-(4-(3-(4-methylpiperazin-1-yl)propanoyl)-3,4-dihydroquinoxalin-1(2H)-yl)butane-1-on